(S)-6-methyl-5-((1-methyl-8-(pyrazin-2-yl)-1H-pyrazolo[3,4-d]pyrrolo[1,2-b]pyridazin-3-yl)amino)-N-(2-(2-methylpyrrolidin-1-yl)ethyl)nicotinamide CC1=NC=C(C(=O)NCCN2[C@H](CCC2)C)C=C1NC1=NN(C=2C=3N(N=CC21)C=C(C3)C3=NC=CN=C3)C